C(CCCCCCCCCCCCC)(=O)N myristoylamine